NC1=NC=2C=NC(=CC2C2=C1COC2)C(=O)N2[C@@H](COCC2)C2=CC=C(C=C2)C(F)(F)F (4-amino-1,3-dihydrofuro[3,4-c][1,7]naphthyridin-8-yl)-[(3R)-3-[4-(trifluoromethyl)phenyl]morpholin-4-yl]methanone